(S)-(4-hydroxy-4-(pyridine-3-yl)butyl)carbamic acid tert-butyl ester C(C)(C)(C)OC(NCCC[C@@H](C=1C=NC=CC1)O)=O